CN1C(C(=C(C2=CC=CC=C12)N1CC2(CC1)CN(CC2)C2=CC=C(C=C2)OC(F)(F)F)C#N)=O 1-methyl-2-oxo-4-{7-[4-(trifluoromethoxy)phenyl]-2,7-diazaspiro[4.4]non-2-yl}-1,2-dihydroquinoline-3-carbonitrile